SCCCCC(=O)O 5-mercapto-pentanoic acid